C(#N)C1=CC=C(C=C1)C=1C=NC(=C(C(=O)NC=2C=C(C=CC2)[S@](=O)(C)=NC(OC(C)(C)C)=O)C1C)N1CCC(CCC1)(F)F tert-butyl (R)-((3-(5-(4-cyanophenyl)-2-(4,4-difluoroazepan-1-yl)-4-methylnicotinamido)phenyl)(methyl)(oxo)-λ6-sulfaneylidene)carbamate